ClC=1C(=NC(=NC1)NC1=C(C=C2CCN(CC2=C1)C)OC)N1C[C@@](C2=CC=C(C=C12)F)(C)CC(=O)O (S)-2-(1-(5-chloro-2-((6-methoxy-2-methyl-1,2,3,4-tetrahydroisoquinolin-7-yl)amino)pyrimidin-4-yl)-6-fluoro-3-methylindolin-3-yl)acetic acid